2-fluoro-hexahydro-pyrrolizine FC1CC2CCCN2C1